(2S,9aS)-5-Hydroxy-2-isopropyl-6,10-dioxo-3,4,6,9,9a,10-hexahydro-2H-1-oxa-4a,8a-diaza-anthracene-7-carboxylic acid 2,4-difluoro-benzylamide FC1=C(CNC(=O)C=2C(C(=C3C(N4CC[C@H](O[C@H]4CN3C2)C(C)C)=O)O)=O)C=CC(=C1)F